The molecule is a nucleotide-sugar having ADP as the nucleotide fragment and 2-O-glutaryl-D-ribofuranos-5-yl as the sugar component. It derives from an ADP-D-ribose. It is a conjugate acid of a 2''-O-glutaryl-ADP-D-ribose(3-). C1=NC(=C2C(=N1)N(C=N2)[C@H]3[C@@H]([C@@H]([C@H](O3)COP(=O)(O)OP(=O)(O)OC[C@@H]4[C@H]([C@H](C(O4)O)OC(=O)CCCC(=O)O)O)O)O)N